N-[6-[2-(azetidin-3-ylamino)pyrimidin-5-yl]-2-methoxy-3-pyridyl]-5-methyl-3-phenyl-isoxazole-4-carboxamide N1CC(C1)NC1=NC=C(C=N1)C1=CC=C(C(=N1)OC)NC(=O)C=1C(=NOC1C)C1=CC=CC=C1